COC(=O)C=1C=C2C3=C(NC2=C(C1)C)N=CN=C3 8-methyl-9H-pyrimido[4,5-b]Indole-6-carboxylic acid methyl ester